NC1(CN(CCC1)C1=C(C=C(C=C1)C1=CC(=C(C=C1)OC)F)CN1C=NC=2C(=NC=C(C21)OC)N)C(=O)N(C)C 3-amino-1-(3-((4-amino-7-methoxy-1H-imidazo[4,5-c]pyridin-1-yl)methyl)-3'-fluoro-4'-methoxy-[1,1'-biphenyl]-4-yl)-N,N-dimethylpiperidine-3-carboxamide